Octahydroimidazo[4,5-d]azepin-2(1H)-one N1C(NC2C1CCNCC2)=O